[Cl-].C[N+](CCC[SiH](OC)OC)(CCCCCCCCCCCCCCCCCC)CCCCCCCCCCCCCCCCCC methyldioctadecyl-[3-(dimethoxysilyl)propyl]ammonium chloride